4-((1,8-Naphthyridin-3-yl)amino)piperidine-1-carboxylic acid tert-butyl ester C(C)(C)(C)OC(=O)N1CCC(CC1)NC=1C=NC2=NC=CC=C2C1